3-((5-(5-(difluoromethyl)-1,3,4-oxadiazole-2-yl)pyridine-2-yl)methyl)-6-(furan-2-yl)-1-methylquinazoline-2,4(1H,3H)-dione FC(C1=NN=C(O1)C=1C=CC(=NC1)CN1C(N(C2=CC=C(C=C2C1=O)C=1OC=CC1)C)=O)F